1-(7-fluoro-3-(iodomethyl)-3-methyl-2,3-dihydrobenzo[b][1,4]dioxin-5-yl)ethan-1-one FC=1C=C(C2=C(OCC(O2)(C)CI)C1)C(C)=O